N[C@H](C(=O)O)CC=1OC(=NN1)C (S)-2-amino-3-(5-methyl-1,3,4-oxadiazol-2-yl)propanoic acid